5-cyclopentanone C1CCCC1=O